7-(4-((4,4-difluorocyclohexyl)amino)-5-(5-(piperazin-1-yl)-1,3,4-thiadiazol-2-yl)pyridin-2-yl)pyrrolo[1,2-b]pyridazine-3-carbonitrile FC1(CCC(CC1)NC1=CC(=NC=C1C=1SC(=NN1)N1CCNCC1)C1=CC=C2N1N=CC(=C2)C#N)F